[(2S,SR)-2-[(3-amino-3-oxo-propyl)carbamoyl]-3-methyl-7-oxo-1,6-diazabicyclo[3.2.1]oct-3-en-6-yloxy]-2-fluoro-acetic acid lithium salt [Li+].NC(CCNC(=O)[C@H]1N2C(N([C@@H](C=C1C)C2)OC(C(=O)[O-])F)=O)=O |&1:12|